2-((2-(2-methoxypyridin-3-yl)-5H-imidazo[4,5-c]pyridin-5-yl)methyl)-5-methyl-benzo[d]oxazole COC1=NC=CC=C1C=1N=C2C(=CN(C=C2)CC=2OC3=C(N2)C=C(C=C3)C)N1